ClC(=O)N(C(CCCCCCCCC(=O)OCC(CCCCCC)CCCC)CCCCCCCCC(=O)OCC(CCCCCC)CCCC)CC1CN(CCC1)C bis(2-butyloctyl) 10-[chlorocarbonyl-[(1-methyl-3-piperidyl)methyl]amino]nonadecanedioate